3-bromo-4-methyl-5-(pyrrolidin-1-yl)pyridine BrC=1C=NC=C(C1C)N1CCCC1